phthalic acid 2-hydroxyethylacrylate OCCOC(C=C)=O.C(C=1C(C(=O)O)=CC=CC1)(=O)O